O=C(OC)NCCOCCOCCC 3-oxo-2,7,10-trioxa-4-azatridecan